BrC1=C(COCC=2C=C(C(=O)OC)C=CC2B2OC(C(O2)(C)C)(C)C)C(=CC=C1)Br Methyl 3-(((2,6-dibromobenzyl)oxy)methyl)-4-(4,4,5,5-tetramethyl-1,3,2-dioxaborolan-2-yl)benzoate